bis(4-cyclopentyl)aniline C1CCC(C1)N(C1=CC=CC=C1)C1CCCC1